O=C1NC(CCC1N1C(C2=CC=CC(=C2C1=O)NCC(=O)N1CCN(CC1)CCCOC1=CC=C(C=C1)S(=O)(=O)NC1=C(C(=O)O)C=CC(=C1)C1=CC=C(C2=CC=CC=C12)C)=O)=O 2-((4-(3-(4-((2-(2,6-dioxopiperidin-3-yl)-1,3-dioxoisoindolin-4-yl)glycyl)piperazin-1-yl)propoxy)phenyl)sulfonamido)-4-(4-methylnaphthalen-1-yl)benzoic acid